3,3',3''-((2R,5R,8R,11R)-11-(3-carboxypropyl)-1,4,7,10-tetraazacyclododecane-2,5,8-triyl)tripropanoic acid C(=O)(O)CCC[C@H]1NC[C@H](NC[C@H](NC[C@H](NC1)CCC(=O)O)CCC(=O)O)CCC(=O)O